ClC1=CC=C2C(=NC=NC2=C1)NC(CCCN1C(CCC1=O)=O)C 1-(4-((7-chloroquinazolin-4-yl)amino)pentyl)pyrrolidine-2,5-dione